rel-2-((3R,4R)-4-(((6-(((2-oxaspiro[3.5]nonan-7-yl)methyl)(ethyl)amino)-5-fluoropyrimidin-4-yl)amino)methyl)-3-hydroxypiperidin-1-yl)acetamide C1OCC12CCC(CC2)CN(C2=C(C(=NC=N2)NC[C@@H]2[C@H](CN(CC2)CC(=O)N)O)F)CC |o1:19,20|